BrC1=C(C=C(C=C1)Br)Cl 2,5-Dibromo-chlorobenzene